5-[2-[2-(2-benzyloxyethoxy)ethoxy]ethoxy]-3-iodo-1-tetrahydropyran-2-yl-pyrazolo[4,3-b]pyridine C(C1=CC=CC=C1)OCCOCCOCCOC1=CC=C2C(=N1)C(=NN2C2OCCCC2)I